(2s,3s,4r,5r)-5-(6-((3-chlorobenzyl)amino)-2-(5-fluoropyridin-3-yl)-9H-purin-9-yl)-3,4-dihydroxy-N-methyltetrahydrofuran-2-carboxamide ClC=1C=C(CNC2=C3N=CN(C3=NC(=N2)C=2C=NC=C(C2)F)[C@H]2[C@@H]([C@@H]([C@H](O2)C(=O)NC)O)O)C=CC1